4-(O-METHYLHYDROXYLAMINOCARBONYL)PHENYLBORONIC ACID B(C1=CC=C(C=C1)C(=O)NOC)(O)O